3-chloro-N-(3-chlorophenyl)-4-(6-cyano-5-fluoropyridin-2-yl)benzenesulfonamide ClC=1C=C(C=CC1C1=NC(=C(C=C1)F)C#N)S(=O)(=O)NC1=CC(=CC=C1)Cl